17-cyclopropylmethyl-3,14beta-dihydroxy-4,5alpha-epoxy-6beta-[N-methyl-trans-3-(3-furyl)-acrylamido]morphinan hydrochloride Cl.C1(CC1)CN1[C@H]2[C@@]3(CC[C@H]([C@H]4[C@@]3(C=3C(=C(C=CC3C2)O)O4)CC1)N(C(\C=C\C1=COC=C1)=O)C)O